CS(=O)(=O)C1=CC(=C(C=C1)NCC#CC=1N(C2=CC=CC(=C2C1)NC1CCC(CC1)N(C)CCOC)CC(F)(F)F)OC (1R,4R)-N4-(2-{3-[(4-methanesulfonyl-2-methoxyphenyl)amino]prop-1-yn-1-yl}-1-(2,2,2-trifluoroethyl)-1H-indol-4-yl)-N1-(2-methoxyethyl)-N1-methylcyclohexane-1,4-diamine